N(=[N+]=[N-])CCOCCOCCOCCOCCOC1=CC=C(C2=CC=CC=C12)C1=CC=C(C=C1)[C@H](CC(=O)O)NC(CNC(CCCCNC1=NC=CC(=C1)F)=O)=O (S)-3-(4-(4-((14-azido-3,6,9,12-tetraoxatetradecyl)oxy)naphthalen-1-yl)phenyl)-3-(2-(5-((4-fluoropyridin-2-yl)amino)pentanamido)acetamido)propanoic acid